CC1=CC(=CC(=N1)NC=1C=C(C2=C(OCO2)C1)C=1CCCN(CC1)C(=O)OC(C)(C)C)NC tert-butyl 5-[6-[[6-methyl-4-(methylamino)-2-pyridyl]amino]-1,3-benzodioxol-4-yl]-2,3,4,7-tetrahydroazepine-1-carboxylate